pyrimidineolate N1=C(N=CC=C1)[O-]